1,3-diisothiocyanatobenzene N(=C=S)C1=CC(=CC=C1)N=C=S